C[C@@H]1N(CC[C@H](C1)OC[C@@H]1N(CCC[C@@H]1NS(=O)(=O)C)C(=O)OC(C)C)C1=NC=CC=N1 isopropyl cis-2-(((trans-2-methyl-1-(pyrimidin-2-yl)piperidin-4-yl)oxy)methyl)-3-((methylsulfonyl)amino)piperidine-1-carboxylate